[C@H]12CNC[C@H](CC1)N2C2=C1CN(C(C1=CC(=C2)F)=O)C2C(NC(CC2)=O)=O 3-(4-((1R,5S)-3,8-diazabicyclo[3.2.1]octan-8-yl)-6-fluoro-1-oxoisoindolin-2-yl)piperidine-2,6-dione